3-Methyl-1-phenyl-2-phospholene CC1=CP(CC1)C1=CC=CC=C1